C(C)C(C(=O)O)C(C)C.C(CC(C)C)(=O)OCC ethyl isovalerate (ethyl 3-methylbutyrate)